C(C)(=O)O[C@@H]1C[C@H](O[C@H]1N1C2=NC(=NC=C2N(C1=O)CC=1SC=CC1)N)COC(C)=O ((2S,4R,5R)-4-acetoxy-5-(2-amino-8-oxo-7-(thiophen-2-ylmethyl)-7,8-dihydro-9H-purin-9-yl)tetrahydrofuran-2-yl)methylacetat